P(=O)(OCC1=CC=CC=C1)(OC1=C(C=CC2=C1C[C@H]1CCCN([C@@H]1C2)CCC)OCC2=CC=CC=C2)O benzyl ((4aR,10aR)-7-(benzyloxy)-1-propyl-1,2,3,4,4a,5,10,10a-octahydrobenzo[g]quinolin-6-yl) hydrogen phosphate